COC1=CC=C(C=C1)C=1NC2=CC=CC=C2C1CC1=C(NC2=CC=CC=C12)C1=CC=C(C=C1)OC Bis(2-(4-methoxyphenyl)-1H-indol-3-yl)methane